N\C(=C/C(=O)O)\C beta-aminocrotonic acid